CN(C(CO)(COCCCCCCCC\C=C/C\C=C/CCCCC)COCCCCCCCC\C=C/C\C=C/CCCCC)C 2-(dimethylamino)-3-[(9z,12z)-octadec-9,12-dien-1-yloxy]-2-{[(9z,12z)-octadec-9,12-dien-1-yloxy]methyl}propan-1-ol